C(CCCCCCCCCCC)(=O)OCN1C(C=C(C2=CC=C(C=C12)CCN1CCN(CC1)C1=CC(=CC=2SC=CC21)F)[2H])=O (7-(2-(4-(6-Fluorobenzo[b]thiophen-4-yl)piperazin-1-yl)ethyl)-2-oxo quinolin-1(2H)-yl-4-d)methyl dodecanoate